CC1=C(C(=CC=C1)C)[Si](COC)(COC)C1=C(C=CC=C1C)C di(2,6-dimethylphenyl)bis(methoxymethyl)silane